6-Chloro-4-((2S,4R,5R)-5-ethyl-4-((5-isopropoxypyridin-2-yl)oxy)-2-methylpiperidin-1-yl)-1-methylpyrido[3,2-d]pyrimidin-2(1H)-on ClC=1C=CC=2N(C(N=C(C2N1)N1[C@H](C[C@H]([C@@H](C1)CC)OC1=NC=C(C=C1)OC(C)C)C)=O)C